C(=C)C=1C(=NC=NC1)N1CCN(CC1)C(=O)OC(C)(C)C tert-butyl 4-(5-ethenylpyrimidin-4-yl)piperazine-1-carboxylate